ClC1=C2N=CN(C2=NC=N1)C1OCCCC1 6-chloro-9-(tetrahydropyran-2-yl)Purine